ClC1=CC=C(C=C1)NC(CC)=O N-(4-chlorophenyl)propanamid